1-methyl-1-ethylpyrrolidinium triflate [O-]S(=O)(=O)C(F)(F)F.C[N+]1(CCCC1)CC